C(CCC)C1=CC=C(C=C1)NC1N(C(=NC(=N1)N)N1CCOCC1)C1=CC=C(C=C1)F N-(4-Butylphenyl)-N1-(4-fluorophenyl)-6-morpholin-4-yl-[1,3,5]triazine-2,4-diamine